Methyl 1-(2-bromophenyl)-5-[3-(2,2-dimethylpropoxy)phenyl]-1H-pyrazole-3-carboxylate BrC1=C(C=CC=C1)N1N=C(C=C1C1=CC(=CC=C1)OCC(C)(C)C)C(=O)OC